F[C@@H]1[C@@H](C[C@]2(CC[C@@H]1N2C)C)N(C2=CC=C(N=N2)C2=C(C=C(C=C2)N2C=NC=C2)O)C 2-(6-(((1R,3R,4S,5S)-4-fluoro-1,8-dimethyl-8-azabicyclo[3.2.1]octan-3-yl)(methyl)amino)pyridazin-3-yl)-5-(1H-imidazol-1-yl)phenol